C(#N)C=1C=CC(=NC1)N[C@@H]1CC[C@H](CC1)N(C(=O)NCC1=CC(=NC=C1)OC)C1=CC=C(C=C1)C=1C=NN(C1)C 1-(trans-4-((5-cyanopyridin-2-yl)amino)cyclohexyl)-3-((2-methoxypyridin-4-yl)-methyl)-1-(4-(1-methyl-1H-pyrazol-4-yl)phenyl)urea